O[C@@]1([C@@H](CC[C@H](C1)C)C(C)C)C(=O)NC[C@H](C1=CC=CC=C1)O (1S,2S,5R)-1-hydroxy-N-((2S)-2-hydroxy-2-phenylethyl)-2-isopropyl-5-methylcyclohexane-1-carboxamide